FC(C(=O)N1[C@H](CN(CC1)C1=NC(=NC2=CC(=CC=C12)C1=CC=CC=2C[C@@H]3[C@H](C12)C3)OCC31CCCN1CCC3)CC#N)=C 2-((S)-1-(2-fluoroacryloyl)-4-(2-((tetrahydro-1H-pyrrolizin-7a(5H)-yl)methoxy)-7-((1aR,6aR)-1,1a,6,6a-tetrahydrocyclopropa[a]inden-2-yl)quinazolin-4-yl)piperazin-2-yl)acetonitrile